4-Hydroxy-3-(methoxymethyl)-benzaldehyde OC1=C(C=C(C=O)C=C1)COC